8-methoxy-8-oxooctanoic acid COC(CCCCCCC(=O)O)=O